[N+](=O)([O-])C=1C(=NC(=NC1O)SCCC)O 5-nitro-2-propylthiopyrimidine-4,6-diol